methyl 4-amino-2,5-dimethylbenzoate NC1=CC(=C(C(=O)OC)C=C1C)C